Cl.NCC=1C(NC(=CC1OC)C)=O 3-(aminomethyl)-4-methoxy-6-methylpyridin-2(1H)-one hydrochloride